(1RS,2RS)-2-(2-methyl-2-propanyl)cyclohexyl acetate C(C)(=O)O[C@H]1[C@H](CCCC1)C(C)(C)C |r|